Cl.CC1=NNC(=C1C1=CC=C(C=C1)NC(OC(C)(C)C)=O)C tert-butyl (4-(3,5-dimethyl-1H-pyrazol-4-yl)phenyl)carbamate hydrochloride